C1(=CC=CC=C1)C=1C=C2C=CC(=CC2=CC1)OB(O)O (6-phenylnaphthalen-2-yl)boric acid